C(=O)(OC(C)(C)C)N1CC2CNCC2C1 2-Boc-hexahydro-pyrrolo[3,4-c]pyrrole